C1(CC1)N(C(=O)[C@@H]1CN(CCC1)C=1C=C(OC(C(=O)N2CCN(CC2)C(=O)OC(C)(C)C)(C)C)C=CC1)CC1=CC=C(C=C1)C(C)C tert-butyl (S)-4-(2-(3-(3-(cyclopropyl(4-isopropylbenzyl)carbamoyl)piperidin-1-yl)phenoxy)-2-methylpropanoyl)piperazine-1-carboxylate